C(C)(C)(C)C=1C=C(C=CC1)[C@@]1(CC2(CN(C2)C(=O)OC(C)(C)C)CC1)O |r| (rac)-tert-Butyl 6-(3-(tert-butyl)phenyl)-6-hydroxy-2-azaspiro[3.4]octane-2-carboxylate